ethyl 2-(3,3-dimethylpyrrolidin-2-ylidene)acetate CC1(C(NCC1)=CC(=O)OCC)C